COC=1N=CC(=NC1)NC(=O)C=1C(N(C2=CC=CC=C2C1)C)=O N-(5-Methoxypyrazin-2-yl)-1-methyl-2-oxo-quinoline-3-carboxamide